pyridin-2-amine Monohydrate O.N1=C(C=CC=C1)N